2-ethoxy-2-oxoethyl-dimethyl-sulfonium bromide [Br-].C(C)OC(C[S+](C)C)=O